BrC=1C=CCC(C)(C1)S(=O)(=O)[O-] 5-bromo-1-toluenesulfonate